C(C)(C)(C)N(C(=O)OC1=NC(=C(C=C1CO)C(F)(F)F)Cl)[C@H](C)C=1C=C2CN(C(C2=CC1)=O)C1C(NC(CC1)=O)=O 6-Chloro-3-(hydroxymethyl)-5-(trifluoromethyl)pyridin-2-ol tert-butyl-N-[(1R)-1-[2-(2,6-dioxopiperidin-3-yl)-1-oxo-2,3-dihydro-1H-isoindol-5-yl]ethyl]carbamate